benzyl glycinate HCl salt Cl.NCC(=O)OCC1=CC=CC=C1